OC=1C=C(C=CC1N)C1=NC(=NC(=N1)C1=CC(=C(C=C1)N)O)C1=CC(=C(C=C1)N)O 2,4,6-tris(3-hydroxy-4-aminophenyl)-1,3,5-triazine